Dioctadecyl Dithiophosphate P(=S)(SCCCCCCCCCCCCCCCCCC)(OCCCCCCCCCCCCCCCCCC)[O-]